(3R,4R)-4-((S)-7-fluoro-5H-imidazo[5,1-a]isoindol-5-yl)tetrahydro-2H-pyran-3-ol FC=1C=C2[C@@H](N3C(C2=CC1)=CN=C3)[C@@H]3[C@H](COCC3)O